1-(6-(4-(5-chloro-6-methyl-1H-indazol-4-yl)-3-(2,2-dimethyl-4-(1-methyl-1H-pyrazol-4-yl)piperazin-1-yl)-5-methyl-1H-pyrazol-1-yl)-2-azaspiro[3.3]hept-2-yl)prop-2-en-1-one ClC=1C(=C2C=NNC2=CC1C)C=1C(=NN(C1C)C1CC2(CN(C2)C(C=C)=O)C1)N1C(CN(CC1)C=1C=NN(C1)C)(C)C